9-isopropyl-N-(1-(methylsulfonyl)piperidin-4-yl)-5,6-dihydroisoxazolo[5,4-h]quinazoline-2-Amine C(C)(C)C1=NOC=2CCC=3C=NC(=NC3C21)NC2CCN(CC2)S(=O)(=O)C